2-(6-bromo-2-fluoro-3-methyl-phenyl)acetonitrile BrC1=CC=C(C(=C1CC#N)F)C